ethylene magnesium aluminum brassylate C(CCCCCCCCCCCC(=O)[O-])(=O)[O-].[Al+3].[Mg+2].C=C